N-{(S)-11-iodo-1,2,3-trimethoxy-9-oxo-10-{[(R)-tetrahydrofuran-3-yl]oxy}-5,6,7,9-tetrahydrobenzo[a]heptalen-7-yl}acetamide IC1=C(C(C=C2[C@H](CCC3=C(C2=C1)C(=C(C(=C3)OC)OC)OC)NC(C)=O)=O)O[C@H]3COCC3